O=C1N(C(C2C3C=CC(C12)C3)=O)C3=CC=C(C(=O)NC=1C=CC=C2C=CC=NC12)C=C3 4-(1,3,3a,4,7,7a-hexahydro-1,3-dioxo-4,7-methano-2H-isoindol-2-yl)-N-8-quinolinylbenzamide